Methyl ((2R,3R)-3-methoxy-2-methyl-3-((S)-pyrrolidin-2-yl)propanoyl)-L-phenylalaninate CO[C@H]([C@H](C(=O)N[C@@H](CC1=CC=CC=C1)C(=O)OC)C)[C@H]1NCCC1